1-(2-(dimethylamino)ethyl)-N6-(2-((3S,4R)-3-fluoro-4-methoxypiperidin-1-yl)pyrimidin-4-yl)-4-isopropyl-2,7-naphthyridine-1,6-diamine CN(CCC1(NC=C(C2=CC(=NC=C12)NC1=NC(=NC=C1)N1C[C@@H]([C@@H](CC1)OC)F)C(C)C)N)C